(5s,7as)-5-cyclopropyl-2-methylenetetrahydro-1H-pyrrolizine C1(CC1)[C@H]1N2CC(C[C@@H]2CC1)=C